COC1=C(CN2CCN(CCN(CCN(CC2)CC(=O)O)CC(=O)O)CC(=O)O)C=CC=C1 2,2',2''-(10-(2-methoxybenzyl)-1,4,7,10-tetraazacyclododecane-1,4,7-triyl)triacetic acid